BrC1=CC(=C(N)C=C1C(F)F)F 4-bromo-5-(difluoromethyl)-2-fluoroaniline